[C@H]12N(C[C@H](NC1)C2)C=2C=C1CN(C(C1=CC2)=O)C2C(NC(CC2)=O)=O 3-[5-[(1R,4R)-2,5-diazabicyclo[2.2.1]heptane-2-yl]-1-oxo-isoindolin-2-yl]piperidine-2,6-dione